(2S)-3-hydroxy-2-{4-[(2-methylpentyl)oxy]phenyl}-N-(1-phenylcyclopropyl)acrylamide OC=C(C(=O)NC1(CC1)C1=CC=CC=C1)C1=CC=C(C=C1)OC[C@H](CCC)C